NC1=NC=C(C2=C1C(=NN2[C@@H]2CN(CC2)C(C=C)=O)C#CC2=C(C(=NC(=C2F)OC)OC)F)C (S)-1-(3-(4-amino-3-((3,5-difluoro-2,6-dimethoxypyridin-4-yl)ethynyl)-7-methyl-1H-pyrazolo[4,3-c]pyridin-1-yl)pyrrolidin-1-yl)prop-2-en-1-one